4-Nitrobenzaldehyde [N+](=O)([O-])C1=CC=C(C=O)C=C1